C(#N)C=1C=C(C(=O)N)C=CC1C1=CC2=C(NC=N2)C=C1 3-cyano-4-(1H-benzimidazol-5-yl)benzamide